C(C)OC(C(=O)C=1N(C=C(C1C1=CC=CC=C1)C1=CC(=CC=C1)OCCN=[N+]=[N-])N)=O (1-amino-4-(3-(2-azidoethoxy)phenyl)-3-phenyl-1H-pyrrol-2-yl)-2-oxoacetic acid ethyl ester